O=C1NC(CCC1N1C(N(C2=C1C=CC(=C2)C#CCN2C[C@H](OCC2)CCN(C(OCC2=CC=CC=C2)=O)C)C)=O)=O Benzyl N-[2-[(2R)-4-[3-[1-(2,6-dioxo-3-piperidyl)-3-methyl-2-oxo-benzimidazol-5-yl]prop-2-ynyl]morpholin-2-yl]ethyl]-N-methyl-carbamate